FC1=C(OC2=C(C=C(C=C2)[N+](=O)[O-])C2=CN(C3=C(N=CC=C32)OC)C)C=CC(=C1)F 3-(2-(2,4-difluorophenoxy)-5-nitrophenyl)-7-methoxy-1-methyl-1H-pyrrolo[2,3-C]pyridine